C1=CC=CC=2C3=CC=CC=C3C(C12)COC(=O)NCCCCC1CCN(CC1)C(=O)OC(C)(C)C Tert-Butyl 4-(4-((((9H-Fluoren-9-Yl)Methoxy)Carbonyl)Amino)-Butyl)Piperidine-1-Carboxylate